N-((1,2,3,5,6,7-hexahydro-s-indacen-4-yl)carbamoyl)-1-hydroxy-1,3-dihydrobenzo[c][1,2]oxaborole-5-sulfonamide C1CCC2=C(C=3CCCC3C=C12)NC(=O)NS(=O)(=O)C1=CC2=C(B(OC2)O)C=C1